(P)-4-((S)-4-acryloyl-2-methylpiperazin-1-yl)-7-(2-amino-3,4,5,6-tetrafluorophenyl)-6-chloro-1-(2-isopropyl-4-methylpyridin-3-yl)-2-oxo-1,2-dihydro-1,8-naphthyridine-3-carbonitrile C(C=C)(=O)N1C[C@@H](N(CC1)C1=C(C(N(C2=NC(=C(C=C12)Cl)C1=C(C(=C(C(=C1F)F)F)F)N)C=1C(=NC=CC1C)C(C)C)=O)C#N)C